CN(C)CC(=O)OCCCNC(CCCCCCCCCCC)=O lauramidopropyl dimethylaminoacetate